COCC1(CNCC1)C1=NOCC(O1)CN1CCCCC1 (3-(methoxymethyl)pyrrolidin-3-yl)-5-(piperidin-1-ylmethyl)-5,6-dihydro-1,4,2-dioxazine